4-(2-Oxo-2,3-dihydro-1H-1,3-benzodiazol-1-yl)-N-phenylpiperidine-1-carboxamide O=C1NC2=C(N1C1CCN(CC1)C(=O)NC1=CC=CC=C1)C=CC=C2